C(C)OCCOCCNC=1C(=NNC1CC)CC [2-(2-ethoxyethoxy)ethyl]-3,5-diethyl-pyrazol-4-amine